ClC=1C=C2C(=NC1OC)C(=C(N2)C2=NNC(=N2)C(C)(F)F)C=2C=NNC2 6-chloro-2-(5-(1,1-difluoro-ethyl)-1H-1,2,4-triazol-3-yl)-5-methoxy-3-(1H-pyrazol-4-yl)-1H-pyrrolo[3,2-b]pyridine